6-(1-(2-(piperidin-1-yl)ethoxy)ethyl)pyridin N1(CCCCC1)CCOC(C)C1=CC=CC=N1